4-Bromo-1-(2-fluorophenyl)-5-(6-fluoropyridin-3-yl)-1H-pyrazole-3-thiol BrC=1C(=NN(C1C=1C=NC(=CC1)F)C1=C(C=CC=C1)F)S